CNC1=NC=C(C=2N=C(N=CC21)SC)C#CC2=NC=CC(=C2)OCCCOCCCNC(OC(C)(C)C)=O tert-butyl (3-(3-((2-((5-(methylamino)-2-(methylthio)pyrido[4,3-d]pyrimidin-8-yl)ethynyl)pyridin-4-yl)oxy)propoxy)propyl)carbamate